8-(5-bromo-3,4-dihydro-2H-quinolin-1-yl)-11-fluoro-3-methyl-2,4,5,7,13-pentazatricyclo[7.4.0.02,6]trideca-1(13),3,5,7,9,11-hexaene BrC1=C2CCCN(C2=CC=C1)C1=NC2=NN=C(N2C2=NC=C(C=C12)F)C